trans-2-(4-(((benzyloxy)carbonyl)amino)cyclohexyl)acetic acid C(C1=CC=CC=C1)OC(=O)N[C@@H]1CC[C@H](CC1)CC(=O)O